((2R,3S)-3-amino-2-hydroxy-4-phenylbutyl)-4-hydroxy-N-((S)-2-hydroxypropyl)benzenesulfonamide N[C@H]([C@@H](CC1=C(C=CC(=C1)O)S(=O)(=O)NC[C@H](C)O)O)CC1=CC=CC=C1